bis(2-isocyanatoethyl)fumaric acid N(=C=O)CC\C(=C(/C(=O)O)\CCN=C=O)\C(=O)O